ClC1=C(C=C(C(=C1)Cl)OC)NC1=C(C=NC2=CC(=C(C=C12)OC)OCCCN1CCN(CC1)C(CCCCCNC1=C2C(N(C(C2=CC=C1)=O)C1C(NC(CC1)=O)=O)=O)=O)C#N 4-((2,4-dichloro-5-methoxyphenyl)amino)-7-(3-(4-(6-((2-(2,6-dioxopiperidin-3-yl)-1,3-dioxoisoindolin-4-yl)amino)hexanoyl)piperazin-1-yl)propoxy)-6-methoxyquinoline-3-carbonitrile